ClC1=CC=C(C(=N1)C(=O)O)N[C@H](C)C1=C2C=C(N(C(C2=CC(=C1)C)=O)C)C1=CC=CC=C1 (R)-6-chloro-3-(1-(2,7-dimethyl-1-oxo-3-phenyl-1,2-dihydroisoquinolin-5-yl)ethylamino)picolinic acid